5-(4-((3-ethyl-9-fluoro-5-methoxy-2-oxo-2,3-dihydro-1H-pyrimido[4,5,6-de]quinazolin-8-yl)methyl)piperazin-1-yl)-N,6-dimethylpyridineamide C(C)N1C(NC2=C(C(=CC=3C2=C1N=C(N3)OC)CN3CCN(CC3)C=3C=CC(=NC3C)C(=O)NC)F)=O